(S)-2-((tert-butoxycarbonyl)amino)-2-(3-carbamoyl-4-chlorophenyl)cyclopropylcarbamic acid ethyl ester C(C)OC(N[C@@H]1C(C1)(C1=CC(=C(C=C1)Cl)C(N)=O)NC(=O)OC(C)(C)C)=O